1-(11Z-eicosenoyl)-2-octadecanoyl-glycero-3-phospho-(1'-sn-glycerol) CCCCCCCCCCCCCCCCCC(=O)O[C@H](COC(=O)CCCCCCCCC/C=C\CCCCCCCC)COP(=O)(O)OC[C@H](CO)O